C(C1=CC=CC=C1)N1[C@](C[C@H](C1)OS(=O)(=O)C)(C(=O)OC)C methyl (2R,4R)-1-benzyl-2-methyl-4-((methylsulfonyl)oxy)pyrrolidine-2-carboxylate